1-allyl-5,6-dimethyl-2-phenyl-1H-benzo[d]imidazole C(C=C)N1C(=NC2=C1C=C(C(=C2)C)C)C2=CC=CC=C2